2-(7-(3,4-dimethoxy-phenyl)pyrazolo[1,5-a]pyrimidine-2-carboxamido)-3-phenylacrylic acid COC=1C=C(C=CC1OC)C1=CC=NC=2N1N=C(C2)C(=O)NC(C(=O)O)=CC2=CC=CC=C2